ClC(CC)(C1=CC=CC=C1)C1=NC2=CC=CC=C2C=C1 2-(1-chloro-1-phenylpropyl)quinoline